C1NCCC2=CC=C(C=C12)S(=O)(=O)N 1,2,3,4-tetrahydroisoquinoline-7-sulfonamide